C(C)(C)NC(CCCCCCC(=O)NC=1SC=C(N1)C1=CC=CC=C1)=O N1-isopropyl-N8-(4-phenylthiazol-2-yl)octanediamide